tert-butyl 3-bromopyrrolo[2,3-c]pyridine-1-carboxylate BrC1=CN(C2=CN=CC=C21)C(=O)OC(C)(C)C